C(C1=CC=CC=C1)C1(CCC2(CN(C(N2)=O)C=2C=NC(=NC2)N2CCOCC2)CC1)N(C)C cis-8-benzyl-8-dimethylamino-3-(2-morpholin-4-yl-pyrimidin-5-yl)-1,3-diazaspiro[4.5]decan-2-one